5-[4-[[1-[4-[[3-(4-cyano-3,5-dimethyl-phenoxy)-2,2,4,4-tetramethyl-cyclobutyl]carbamoyl]phenyl]-4-piperidyl]methyl]piperazin-1-yl]-N-[(3S)-2,6-dioxo-3-piperidyl]pyrazine-2-carboxamide C(#N)C1=C(C=C(OC2C(C(C2(C)C)NC(=O)C2=CC=C(C=C2)N2CCC(CC2)CN2CCN(CC2)C=2N=CC(=NC2)C(=O)N[C@@H]2C(NC(CC2)=O)=O)(C)C)C=C1C)C